4,4-Difluoro-2-(4-fluorophenyl)-N-[4-(5-methyl-4-oxo-3-phenyl-4,5-dihydro-1H-pyrrolo[3,2-c]pyridin-2-yl)pyridin-2-yl]butanamid FC(CC(C(=O)NC1=NC=CC(=C1)C1=C(C=2C(N(C=CC2N1)C)=O)C1=CC=CC=C1)C1=CC=C(C=C1)F)F